5-(4-(((2s,6r)-2,6-dimethylmorpholino)methyl)phenyl)-2-oxo-6-(trifluoromethyl)-1,2-dihydropyridine-3-carboxamide C[C@@H]1O[C@@H](CN(C1)CC1=CC=C(C=C1)C=1C=C(C(NC1C(F)(F)F)=O)C(=O)N)C